N-methyl-4-(5-methyl-4-(4-phenoxybenzyl)oxazol-2-yl)benzamide CNC(C1=CC=C(C=C1)C=1OC(=C(N1)CC1=CC=C(C=C1)OC1=CC=CC=C1)C)=O